NC1=C(C=C(C=C1)CC(C(=O)O)NC(=O)OC(C)(C)C)C(C)(C)O 3-(4-amino-3-(2-hydroxy-prop-2-yl)phenyl)-2-((t-butoxycarbonyl)amino)propionic acid